OC1=C(C=NC(=C1C=1SC=CC1)C)C(=O)N 4-hydroxy-6-methyl-5-(2-thienyl)pyridine-3-carboxamide